Palmitoyl-aminoglycerol C(CCCCCCCCCCCCCCC)(=O)C(O)(C(O)CO)N